ClCC(=O)C1=CC=CC=C1 chlorophenyl-1-ethanone